FC1=C(C=CC(=C1F)C1=CC2=C(N=C(N=C2)N[C@@H]2CNC[C@H](C2)F)N(C1=O)[C@@H](CF)C)NS(=O)(=O)CC1=CC=CC=C1 N-(2,3-difluoro-4-(2-(((3S,5S)-5-fluoropiperidin-3-yl)amino)-8-((R)-1-fluoropropan-2-yl)-7-oxo-7,8-dihydropyrido[2,3-d]pyrimidin-6-yl)phenyl)-1-phenylmethanesulfonamide